1,3-diethylimidazole diethyl-phosphate Ethyl-5-(N-((trans)-3-(3-fluorophenyl)cyclobutyl)sulfamoyl)-2-methyl-1H-pyrrole-3-carboxylate C(C)OC(=O)C1=C(NC(=C1)S(N[C@@H]1C[C@H](C1)C1=CC(=CC=C1)F)(=O)=O)C.C(C)OP(=O)(OCC)O.C(C)N1CN(C=C1)CC